3-[4-(4-amino-piperidin-1-yl)-3-(3,5-difluoro-phenyl)-quinolin-6-yl]-2-hydroxy-benzonitrile NC1CCN(CC1)C1=C(C=NC2=CC=C(C=C12)C=1C(=C(C#N)C=CC1)O)C1=CC(=CC(=C1)F)F